(3-butyl-cyclopentadienyl)hafnium C(CCC)C1=CC(C=C1)[Hf]